C(C)OCCB(CCOCC)CCOCC tri(2-ethoxyethyl)borane